methyl 2-[4-(2,2-dicyano-1-methoxyeth-1-en-1-yl)phenyl]acetate C(#N)C(=C(OC)C1=CC=C(C=C1)CC(=O)OC)C#N